COC(CCN)=O β-alanine methyl ester